BrC1=CC=C(C=C1)N1CC2(C1)CN(C2)C[C@H](CCC=2C=C1CN(C(C1=CC2)=O)C2C(NC(CC2)=O)=O)O 3-[5-[(3S)-4-[2-(4-bromophenyl)-2,6-diazaspiro[3.3]heptan-6-yl]-3-hydroxy-butyl]-1-oxo-isoindolin-2-yl]piperidine-2,6-dione